(5-bromo-3-fluoro-2-pyridyl)hydrazine BrC=1C=C(C(=NC1)NN)F